2-((2S,4R)-4-Acetamido-1-(6-chloroimidazo[1,2-a]pyridin-2-carbonyl)pyrrolidin-2-yl)-N-((S)-6-guanidino-1-(methylamino)-1-oxohexan-2-yl)thiazol-4-carboxamid C(C)(=O)N[C@@H]1C[C@H](N(C1)C(=O)C=1N=C2N(C=C(C=C2)Cl)C1)C=1SC=C(N1)C(=O)N[C@H](C(=O)NC)CCCCNC(=N)N